C(C)(C)(C)OC(=O)N1CCC=2C=CC3=C(C12)N(C(=C3)C(=O)O)CC3CC3 8-(tert-butoxycarbonyl)-1-(cyclopropylmethyl)-1,6,7,8-tetrahydropyrrolo[3,2-g]indole-2-carboxylic acid